OC[C@@]1(C([C@@H]2CCCN1C2)=O)COC (1S,5R,7S)-7-(hydroxymethyl)-7-(methoxymethyl)-1-azabicyclo[3.2.1]octan-6-one